NC1=CC=C(C=C1)N(C1=CC=CC=C1)C1=CC=C(C=C1)N bis(4-aminophenyl)aniline